4-[1-[(4-bromophenyl)methyl]-3-hydroxy-2-oxo-indolin-3-yl]-N-tert-butyl-benzenesulfonamide BrC1=CC=C(C=C1)CN1C(C(C2=CC=CC=C12)(O)C1=CC=C(C=C1)S(=O)(=O)NC(C)(C)C)=O